2-(dimethylamino)ethyl 1-(4-(tert-butoxycarbonyl) benzyl)-4-oxo-4,5,6,7-tetrahydro-1H-indole-2-carboxylate C(C)(C)(C)OC(=O)C1=CC=C(CN2C(=CC=3C(CCCC23)=O)C(=O)OCCN(C)C)C=C1